CN(C(=O)N)C1=CC=CC=C1 methyl-phenyl-urea